N[C@@H]1[C@H](CNCC1)CO ((3S,4S)-4-aminopiperidin-3-yl)methanol